4,4'-di-triazinylamino-2,2'-di-sulfostilbene N1=NN=C(C=C1)NC1=CC(=C(C=C1)C=CC1=C(C=C(C=C1)NC1=NN=NC=C1)S(=O)(=O)O)S(=O)(=O)O